(3S,6aR,11aR)-10-methoxy-2-phenethyl-1,3,4,5,6,11a-hexahydro-2H-3,6a-methanobenzofuro[2,3-c]-azocine COC1=CC=CC2=C1O[C@H]1CN([C@H]3CCC[C@]12C3)CCC3=CC=CC=C3